S1C=NC2=C1C=CC(=C2)CN(C(=O)[C@H]2[C@@H]1C[C@@H]1CN2S(=O)(=O)C2=CC=C(C=C2)OC)C2CC1CC1CC2 |&1:13,o1:14,16| (1R*-5S*)-(2RS)-N-(benzo[d]thiazol-5-ylmethyl)-N-(bicyclo[4.1.0]heptan-3-yl)-3-((4-methoxyphenyl)sulfonyl)-3-azabicyclo[3.1.0]hexane-2-carboxamide